tert-butyl 3-[3,4-dicyclopropyl-6-[8-ethynyl-7-fluoro-3-(methoxymethoxy)-1-naphthyl]-5-fluoro-8-methoxy-2,7-naphthyridin-1-yl]-3,8-diazabicyclo[3.2.1]octane-8-carboxylate C1(CC1)C=1N=C(C2=C(N=C(C(=C2C1C1CC1)F)C1=CC(=CC2=CC=C(C(=C12)C#C)F)OCOC)OC)N1CC2CCC(C1)N2C(=O)OC(C)(C)C